Diphenyl-(2,4,6-trimethylbenzoyl)phosphin oxide C1(=CC=CC=C1)P(C(C1=C(C=C(C=C1C)C)C)=O)(C1=CC=CC=C1)=O